4-[(1S)-1-[[4-[(3S)-3-(3-chlorophenoxy)-1-piperidinyl]tetrahydropyran-4-carbonyl]amino]ethyl]benzoic acid ClC=1C=C(O[C@@H]2CN(CCC2)C2(CCOCC2)C(=O)N[C@@H](C)C2=CC=C(C(=O)O)C=C2)C=CC1